ClC=1C=C2C(=NC=NC2=C(C1C1=C(C=CC=C1O)F)F)N1CC(N(CC1)C(C=C)=O)CO 1-(4-(6-chloro-8-fluoro-7-(2-fluoro-6-hydroxy-phenyl)quinazolin-4-yl)-2-(hydroxy-methyl)piperazin-1-yl)prop-2-en-1-one